(3S)-5-(3-azabicyclo[3.1.1]heptan-3-ylmethyl)-2-(2-(3-acetyl-5-(2-methylpyrimidin-5-yl)-1H-indazol-1-yl)acetyl)-N-(6-bromo-3-methylpyridin-2-yl)-2-azabicyclo[3.1.0]hexane-3-carboxamide C12CN(CC(C1)C2)CC21C[C@H](N(C1C2)C(CN2N=C(C1=CC(=CC=C21)C=2C=NC(=NC2)C)C(C)=O)=O)C(=O)NC2=NC(=CC=C2C)Br